8-(5-fluoro-3-(trifluoromethyl)pyridin-2-yl)-9-(4-((1-(3-fluoropropyl)azetidin-3-ylidene)methyl)phenyl)-6,7-dihydro-5H-benzo[7]annulene-3-carboxylic acid FC=1C=C(C(=NC1)C=1CCCC2=C(C1C1=CC=C(C=C1)C=C1CN(C1)CCCF)C=CC(=C2)C(=O)O)C(F)(F)F